(3E,6R)-6-isopropenyl-3-methyl-3,9-decadienyl acetate C(C)(=O)OCC\C(=C\C[C@@H](CCC=C)C(=C)C)\C